C(C)(C)(C)OC(=O)N1C[C@@H](N(CC1)CC1=CC=CC=C1)CO (R)-4-benzyl-3-(hydroxymethyl)piperazine-1-carboxylic acid tert-butyl ester